FC1(CCC(CC1)C(C)O)F 1-(4,4-difluorocyclohexyl)ethanol